hexahydrospiro[indole-3,4'-pyran] O1CCC2(CC1)CNC1=CC=CC=C12